(S)-2-(tert-butoxy)-2-(4-(4-chlorophenyl)-2,3,6-trimethyl-1-((1-methyl-1H-pyrazol-4-yl)methyl)-1H-pyrrolo[2,3-b]pyridin-5-yl)acetic acid C(C)(C)(C)O[C@H](C(=O)O)C=1C(=C2C(=NC1C)N(C(=C2C)C)CC=2C=NN(C2)C)C2=CC=C(C=C2)Cl